CC=1C=CC(=NC1CN1CCCC1)NC1=CC2=C(C=N1)SC(=N2)N2N=CC=C2C 5-Methyl-N-[2-(5-methyl-1H-pyrazol-1-yl)-[1,3]thiazolo[5,4-c]pyridin-6-yl]-6-[(pyrrolidin-1-yl)methyl]pyridin-2-amine